2-methoxy-6-methylnicotinic acid COC1=C(C(=O)O)C=CC(=N1)C